4(3H)quinazolone N1=CNC(C2=CC=CC=C12)=O